C(C)C=1C(=CC=C2C=C(C=C(C12)C1=C(C=2N=C(N=C(C2C=N1)N1CCS(CC1)=O)OC[C@]12CCCN2C[C@@H](C1)F)F)O)F 4-(7-(8-Ethyl-7-fluoro-3-hydroxynaphthalen-1-yl)-8-fluoro-2-(((2R,7aS)-2-fluorotetrahydro-1H-pyrrolizin-7a(5H)-yl)methoxy)pyrido[4,3-d]pyrimidin-4-yl)thiomorpholine 1-oxide